2-(hydroxymethyl)-4-methyl-6-(pyridin-3-ylmethyl)-4H-thiazolo[5',4':4,5]pyrrolo[2,3-d]pyridazin-5(6H)-oneAt OCC1(SC2=C(N(C=3C(N(N=CC32)CC=3C=NC=CC3)=O)C)N1)C(=O)[O-]